N,N-dimethyl-(2,4,6-trimethylanilinium) tetrakis(pentafluorophenyl)borate Neodymium (III) [Nd+3].FC1=C(C(=C(C(=C1[B-](C1=C(C(=C(C(=C1F)F)F)F)F)(C1=C(C(=C(C(=C1F)F)F)F)F)C1=C(C(=C(C(=C1F)F)F)F)F)F)F)F)F.C[NH+](C1=C(C=C(C=C1C)C)C)C.FC1=C(C(=C(C(=C1[B-](C1=C(C(=C(C(=C1F)F)F)F)F)(C1=C(C(=C(C(=C1F)F)F)F)F)C1=C(C(=C(C(=C1F)F)F)F)F)F)F)F)F.FC1=C(C(=C(C(=C1[B-](C1=C(C(=C(C(=C1F)F)F)F)F)(C1=C(C(=C(C(=C1F)F)F)F)F)C1=C(C(=C(C(=C1F)F)F)F)F)F)F)F)F.FC1=C(C(=C(C(=C1[B-](C1=C(C(=C(C(=C1F)F)F)F)F)(C1=C(C(=C(C(=C1F)F)F)F)F)C1=C(C(=C(C(=C1F)F)F)F)F)F)F)F)F